C(C)N(CCCCS(=O)(=O)N1C[C@H]([C@H](CC1)NC1=NN2C=NC(=C(C2=N1)OC(C)C)C=1C=NNC1)C)C N-((3R,4S)-1-((4-(Ethyl(methyl)amino)butyl)sulfonyl)-3-methylpiperidin-4-yl)-8-isopropoxy-7-(1H-pyrazol-4-yl)-[1,2,4]triazolo[1,5-c]pyrimidin-2-amine